9-azabicyclo[3.3.1]nonan-3-one HCl salt Cl.C12CC(CC(CCC1)N2)=O